4-hydroxy-1,5-dimethyl-2-oxo-6,7-dihydro-5H-cyclopenta[b]pyridine-3-carboxylic acid OC=1C2=C(N(C(C1C(=O)O)=O)C)CCC2C